CN([C@H](CNC(C[C@@H](C)C1=CC=CC=C1)=O)CC=1C=C2CC(NC2=CC1)=O)C (3R)-N-[(2S)-2-(dimethylamino)-3-(2-oxo-2,3-dihydro-1H-indol-5-yl)propyl]-3-phenylbutyramide